2-(5-fluoro-3-pyridinyl)-4-methyl-pyrimidin-5-amine FC=1C=C(C=NC1)C1=NC=C(C(=N1)C)N